3-(but-3-en-2-yl)-4,6-dioxo-N-(2,4,6-trifluorobenzyl)1-(1-vinylcyclobutyl)-2,3,4,6-tetrahydro-1H-pyrido[2,1-f][1,2,4]Triazine-7-carboxamide CC(C=C)N1CN(N2C(C1=O)=CC(C(=C2)C(=O)NCC2=C(C=C(C=C2F)F)F)=O)C2(CCC2)C=C